triethylbutoxySilane Ethyl-2-[2-[2-[5-[(6-chloro-2-pyridyl)oxymethyl]-2-cyano-phenyl]ethoxymethyl]-5-fluoro-4-(4,4,5,5-tetramethyl-1,3,2-dioxaborolan-2-yl)phenyl]acetate C(C)OC(CC1=C(C=C(C(=C1)F)B1OC(C(O1)(C)C)(C)C)COCCC1=C(C=CC(=C1)COC1=NC(=CC=C1)Cl)C#N)=O.C(C)[Si](OCCCC)(CC)CC